FC1=CC=CC=2C(=NC(SC21)(C)C)C=2C=NN1C2C=CC=C1C 8-fluoro-2,2-dimethyl-4-(7-methylpyrazolo[1,5-a]pyridin-3-yl)-2H-benzo[e][1,3]thiazine